N[C@@H](CNC1=NC(=C2C(=N1)N(N=C2)C)NC2CC1(CC(C1)O)C2)C2=CC=CC=C2 6-[(6-{[(2R)-2-amino-2-phenylethyl]amino}-1-methyl-1H-pyrazolo[3,4-d]pyrimidin-4-yl)amino]spiro[3.3]heptan-2-ol